1-(phenylsulfonyl)-1H-pyrrolo[2,3-b]Pyridine-4,5-diamine C1(=CC=CC=C1)S(=O)(=O)N1C=CC=2C1=NC=C(C2N)N